ClC=1C(=CC2=C(C(=NO2)NS(=O)(=O)C2=C(C=C(C=C2)O[C@@H]2[C@H](CCCC2)N(C)C)F)C1)OCC1CCCC1 N-(5-chloro-6-(cyclopentylmethoxy)benzo[d]isoxazol-3-yl)-4-(((1S,2S)-2-(dimethylamino)cyclohexyl)oxy)-2-fluorobenzenesulfonamide